racemic-7-(3,5-difluoro-6-(1-(1-(4-fluorophenyl)propyl)-1H-pyrazol-4-yl)pyridin-2-yl)-[1,2,4]triazolo[1,5-a]pyridin-2-amine FC=1C(=NC(=C(C1)F)C=1C=NN(C1)[C@H](CC)C1=CC=C(C=C1)F)C1=CC=2N(C=C1)N=C(N2)N |r|